FC1(C(C(C(F)(F)F)(F)F)(O1)F)F perfluoroepoxybutane